CN1C2(CC2)C[C@@H](CC1)N1N=CC=C1 |o1:6| 1-((R*)-4-methyl-4-azaspiro[2.5]octan-7-yl)-1H-pyrazol